BrC=1C=C2C(=NNC(C2=C(C1)C)=O)CO 6-bromo-4-(hydroxymethyl)-8-methylphthalazin-1(2H)-one